(2S,3R,5R)-3-((E)-(2-(2,5-dichloro-3,4-dihydroxybenzoyl)hydrazono)methyl)-3-methyl-7-oxo-4-thia-1-azabicyclo[3.2.0]heptane-2-carboxylic acid 4,4-dioxide ClC1=C(C(=O)N\N=C\[C@]2([C@@H](N3C(C[C@H]3S2(=O)=O)=O)C(=O)O)C)C=C(C(=C1O)O)Cl